6-((2,6-dimethylpyrimidin-4-yl)amino)-1-(3-isopropoxyphenyl)-1,2-dihydro-3H-pyrazolo[4,3-c]pyridin-3-one CC1=NC(=CC(=N1)NC1=CC2=C(C=N1)C(NN2C2=CC(=CC=C2)OC(C)C)=O)C